5-bromo-N-(3-methoxy-2,6-dimethylphenyl)-2-methyl-6-(trifluoromethyl)pyrimidin-4-amine BrC=1C(=NC(=NC1C(F)(F)F)C)NC1=C(C(=CC=C1C)OC)C